5-benzylidene-2,2-dimethyl-1-(1H-1,2,4-triazole-1-ylmethyl)cyclopentanol ethyl-3-[3-(tert-butoxycarbonylamino)-4-pyridyl]-3-[tert-butyl(diphenyl)silyl]oxy-propanoate C(C)C(C(=O)OC1(C(CCC1=CC1=CC=CC=C1)(C)C)CN1N=CN=C1)C(O[Si](C1=CC=CC=C1)(C1=CC=CC=C1)C(C)(C)C)C1=C(C=NC=C1)NC(=O)OC(C)(C)C